2-(2-aminopyridin-4-yl)-N-(2,2-dimethyl-6-(pyridin-4-yl)-2,3-dihydrobenzofuran-5-yl)oxazole-4-carboxamide NC1=NC=CC(=C1)C=1OC=C(N1)C(=O)NC=1C(=CC2=C(CC(O2)(C)C)C1)C1=CC=NC=C1